3-(2-((6-((1,3-bis(palmitoyloxy)propan-2-yl)oxy)-6-oxohexanoyl)oxy)-4,6-dimethylphenyl)-3-methylbutanoic acid C(CCCCCCCCCCCCCCC)(=O)OCC(COC(CCCCCCCCCCCCCCC)=O)OC(CCCCC(=O)OC1=C(C(=CC(=C1)C)C)C(CC(=O)O)(C)C)=O